C1C(C(CC2CCCCC12)CO)CO 2,3-decalindimethanol